CC=1C=C(C=C2C(NC(=NC12)C=1C=C2C(=CN1)SC=C2)=O)N2CCC1(COC1)CC2 8-methyl-6-(2-oxa-7-aza-spiro[3.5]non-7-yl)-2-thieno[2,3-c]pyridin-5-yl-3H-quinazolin-4-one